6-[1-(4-methoxy-5-phenoxypyridine-2-carbonyl)piperidin-4-yl]-5-methylpyridazin-3-amine COC1=CC(=NC=C1OC1=CC=CC=C1)C(=O)N1CCC(CC1)C1=C(C=C(N=N1)N)C